ClC1=C(C=O)C=C(C=C1)O 2-chloro-5-hydroxybenzaldehyde